S(C=1C(=C(C(=CC1)C(C)(C)C)O)C)C=1C(=C(C(=CC1)C(C)(C)C)O)C thiobis(2-methyl-6-tert-butylphenol)